FC=1C=C(C=C2C(=C(C=NC12)C(=O)OCC)C(C)C)C1=NC(=NC=C1F)N[C@H]1[C@@H](COCC1)O ethyl 8-fluoro-6-(5-fluoro-2-(((3s,4r)-3-hydroxytetrahydro-2H-pyran-4-yl) amino) pyrimidin-4-yl)-4-isopropylquinoline-3-carboxylate